chlorobenzyl mercaptan C1=CC=C(C=C1)C(S)Cl